2-fluoro-8-chloro-3-piperazin-1-yl-5-cyclopropyl-5H-indolo[3,2-c]quinoline FC=1C=C2C=3C(=CN(C2=CC1N1CCNCC1)C1CC1)C1=CC(=CC=C1N3)Cl